N'-[4-[tert-butyl(dimethyl)silyl]oxy-2-ethyl-phenyl]-6-(6-methoxy-4-methyl-3-pyridyl)-4-(oxetan-3-ylamino)pyrrolo[1,2-b]pyridazine-3-carboxamidine [Si](C)(C)(C(C)(C)C)OC1=CC(=C(C=C1)N=C(N)C1=C(C=2N(N=C1)C=C(C2)C=2C=NC(=CC2C)OC)NC2COC2)CC